5-pentanal CCCCC=O